5-(2-nitrophenyl)benzofuro[3,2-h]quinoline [N+](=O)([O-])C1=C(C=CC=C1)C1=C2C=CC=NC2=C2C(=C1)C1=C(O2)C=CC=C1